C(C)(C)(C)OC(=O)N1CC2(N(C3=NC(=CC=C3CC2)C)CC2=CC=C(C=C2)OC)CC1COS(=O)(=O)C 1'-(4-methoxybenzyl)-7'-methyl-5-(((methylsulfonyl)oxy)methyl)-3',4'-dihydro-1'H-spiro[pyrrolidine-3,2'-[1,8]naphthyridine]-1-carboxylic acid tert-butyl ester